2-((2-(3-(2,5-dioxo-2,5-dihydro-1H-pyrrol-1-yl)propanamido)ethyl)disulfaneyl)ethyl (4-nitrophenyl) carbonate C(OCCSSCCNC(CCN1C(C=CC1=O)=O)=O)(OC1=CC=C(C=C1)[N+](=O)[O-])=O